C(#C)C=1C=C(C=CC1F)NC(=NO)C1=NON=C1NCC=NS(=O)C (3-ethynyl-4-fluoro-phenyl)-N'-hydroxy-4-[2-(methylsulfinylimino)ethylamino]-1,2,5-oxadiazole-3-formamidine